(E)-2-(7-Fluoro-2-methyl-1-(3-phenoxybenzylidene)-1H-inden-3-yl)acetic acid FC=1C=CC=C2C(=C(\C(\C12)=C/C1=CC(=CC=C1)OC1=CC=CC=C1)C)CC(=O)O